6-bromo-N-(4-((5-methoxy-2-(piperazin-1-yl)pyrimidin-4-yl)amino)-3-(trifluoromethoxy)phenyl)picolinamide BrC1=CC=CC(=N1)C(=O)NC1=CC(=C(C=C1)NC1=NC(=NC=C1OC)N1CCNCC1)OC(F)(F)F